ClC1=C(C=CC=C1)C=1NC(=C(N1)C1=C(C=CC=C1)OC)C1=C(C=CC=C1)OC 2-(o-chlorophenyl)-4,5-bis(methoxyphenyl)imidazole